Cl.C(C)(=O)N1C(CC(C1)C1=CC(=C(C=C1)OC(F)F)OCC1CC1)C(=O)NC1=CC(=CC=C1)CN 1-acetyl-N-(3-(aminomethyl)phenyl)-4-(3-(cyclopropylmethoxy)-4-(difluoromethoxy)phenyl)pyrrolidine-2-carboxamide hydrochloride